1-(5-(3-(2,6-difluorophenyl)azetidin-1-yl)-2,3-dihydro-1H-inden-1-yl)piperidine-4-carboxylic acid FC1=C(C(=CC=C1)F)C1CN(C1)C=1C=C2CCC(C2=CC1)N1CCC(CC1)C(=O)O